rel-(1R)-1-[4-[1-ethyl-4-(trifluoromethyl)imidazol-2-yl]phenyl]ethanol C(C)N1C(=NC(=C1)C(F)(F)F)C1=CC=C(C=C1)[C@@H](C)O |o1:17|